N-(3-(4-Fluorophenyl)-1H-pyrazol-5-yl)-4-morpholinopyrido[3',2':4,5]furo[3,2-d]pyrimidin-2-amine hydrochloride Cl.FC1=CC=C(C=C1)C1=NNC(=C1)NC=1N=C(C2=C(N1)C1=C(O2)N=CC=C1)N1CCOCC1